3-(4-methyl-2,6-bis((R)-1-phenylethyl)phenyl)-thiazolo[d]cycloheptane CC1=CC(=C(C(=C1)[C@H](C)C1=CC=CC=C1)N1CSC2=C1CCCCC2)[C@H](C)C2=CC=CC=C2